4-amino-7H-pyrrolo[2,3-d]pyrimidine-5-carboxylic acid amide NC=1C2=C(N=CN1)NC=C2C(=O)N